2-(2',6'-diphenyl-[1,1':4',1''-terphenyl]-4-yl)-4-phenyl-6-(3'-(4,4,5,5-tetramethyl-1,3,2-dioxaborolan-2-yl)phenyl)-1,3,5-triazine C1(=CC=CC=C1)C1=C(C(=CC(=C1)C1=CC=CC=C1)C1=CC=CC=C1)C1=CC=C(C=C1)C1=NC(=NC(=N1)C1=CC=CC=C1)C1=CC(=CC=C1)B1OC(C(O1)(C)C)(C)C